1-oxyl-2,2,6,6-tetramethylpiperidin-4-yl (4-tert-butyl)benzoate C(C)(C)(C)C1=CC=C(C(=O)OC2CC(N(C(C2)(C)C)O)(C)C)C=C1